di-sodium caproyl aspartate N[C@@H](CC(=O)[O-])C(=O)OC(CCCCC)=O.[Na+].[Na+].C(CCCCC)(=O)OC([C@@H](N)CC(=O)[O-])=O